3-hydroxy-1-(4-(5-(trifluoromethyl)pyrimidin-2-yl)piperazin-1-yl)propan-1-one OCCC(=O)N1CCN(CC1)C1=NC=C(C=N1)C(F)(F)F